(4-((3S,4S)-1-(tert-butyloxycarbonyl)-3-fluoropiperidin-4-yl)phenyl)boronic acid C(C)(C)(C)OC(=O)N1C[C@H]([C@@H](CC1)C1=CC=C(C=C1)B(O)O)F